trans-5-(2-(naphthalen-1-yl)cyclopropyl)-2,2'-bipyrimidine C1(=CC=CC2=CC=CC=C12)[C@H]1[C@@H](C1)C=1C=NC(=NC1)C1=NC=CC=N1